2-isopropyl-5-methylcyclohexane-1-carboxamide C(C)(C)C1C(CC(CC1)C)C(=O)N